ClC1=NC=C(C(=N1)C)OC(F)F 2-chloro-5-difluoromethoxy-4-methylpyrimidine